(1r,5s)-8-(6-benzyl-4-cyano-3-((1-(morpholinomethyl)cyclopropyl)methoxy)-5,6,7,8-tetrahydro-2,6-naphthyridin-1-yl)-3,8-diazabicyclo[3.2.1]octane-3-carboxylic acid tert-butyl ester C(C)(C)(C)OC(=O)N1C[C@H]2CC[C@@H](C1)N2C2=NC(=C(C=1CN(CCC21)CC2=CC=CC=C2)C#N)OCC2(CC2)CN2CCOCC2